(R)-1-t-butoxycarbonyl-3-aminopyrrolidine C(C)(C)(C)OC(=O)N1C[C@@H](CC1)N